OC1=CC=C(C(=O)O)C(=C1O)O 4,5,6-trihydroxybenzoic acid